(S)-9-(2-((tert-butyldiphenylsilyl)oxy)ethyl)-5-chloro-10-ethyl-4-fluoro-2-(methylthio)-9,10-dihydro-8H-7-oxa-1,3,6,10-tetraazacyclohepta[de]naphthalene [Si](C1=CC=CC=C1)(C1=CC=CC=C1)(C(C)(C)C)OCC[C@@H]1N(C=2C=3C(=NC(=C(C3N=C(N2)SC)F)Cl)OC1)CC